O[C@H]1CN(CCC1)C1=CC=C(N=N1)C(=O)N 6-((R)-3-hydroxypiperidin-1-yl)pyridazine-3-carboxamide